C(C)OC(=O)C=1C=CN2C3=C(C=CC12)C=NC(=N3)OC 2-Methoxypyrimidino[4,5-e]indolizine-7-carboxylic acid ethyl ester